ClC=1C(=C(C=CC1)NC1=NC=NC2=CC=C(C=C12)N(C1CCN(CC1)CC(=O)NC)C)F 2-(4-((4-((3-chloro-2-fluorophenyl)amino)quinazolin-6-yl)(methyl)amino)piperidin-1-yl)-N-methylacetamide